(6-Bromo-8-morpholinoimidazo[1,2-a]pyrazin-2-yl)methanamine BrC=1N=C(C=2N(C1)C=C(N2)CN)N2CCOCC2